C1(CCCC1)N1C(=CC2=C1N=C(N=C2)NC2=NC=C(C=C2)N2CCN(CC2)CC=2C(=C1CN(C(C1=CC2)=O)C2C(NC(CC2)=O)=O)F)C(=O)N(C)C 7-cyclopentyl-2-((5-(4-((2-(2,6-dioxopiperidin-3-yl)-4-fluoro-1-oxoisoindolin-5-yl)methyl)piperazin-1-yl)pyridin-2-yl)amino)-N,N-dimethyl-7H-pyrrolo[2,3-d]pyrimidine-6-carboxamide